2-(4-methoxyphenyl)[1,2,4]triazolo[1,5-c]quinazolin-5(6H)-one COC1=CC=C(C=C1)C1=NN2C(NC=3C=CC=CC3C2=N1)=O